C(=O)(I)I.[Ir] iridium carbonyl iodide